BrC1=CC(=C(CNCC2=C(C=NC3=CC(=C(C=C23)F)OC)N(C(OC(C)(C)C)=O)CC(F)(F)F)C(=C1)F)F tert-butyl (4-(((4-bromo-2,6-difluorobenzyl)amino)methyl)-6-fluoro-7-methoxyquinolin-3-yl)(2,2,2-trifluoroethyl)carbamate